(Z)-phenol C1(=CC=CC=C1)O